C1(CC1)N(S(=O)(=O)NC(=O)C1=CC(=C(C(=O)O)C=C1N(C)C)F)C 4-((N-cyclopropyl-N-methylsulfamoyl)carbamoyl)-5-(dimethylamino)-2-fluorobenzoic acid